5-(chloromethyl)-3-(((4-ethoxy-2,3,5,6-tetrafluorophenoxy)methyl)sulfonyl)-5-methyl-4,5-dihydroisoxazole ClCC1(CC(=NO1)S(=O)(=O)COC1=C(C(=C(C(=C1F)F)OCC)F)F)C